ClC=1C=C(C=NC1)C=1C=NC=CC1 5'-chloro-[3,3'-bipyridin]